COC=1C=C2C(=NC=NC2=CC1OC)OCC1=CC2=C(COB2O)C=C1 6-(((6,7-dimethoxyquinazolin-4-yl)oxy)methyl)-3H-2,1-benzoxaborol-1-ol